furan-2-carbaldehyde oxime O1C(=CC=C1)C=NO